4-chlorobenzene-1-carboximidamide hydrochloride Cl.ClC1=CC=C(C=C1)C(N)=N